5-methyl-2H-benzo[d][1,3]Oxazine CC1=CC=CC2=NCOC=C21